CCCCC(CO)O methyl-4,5-pentanediol